FC1=C(C=CC=C1)C(=C)P(C1=CC=CC=C1)(C1=CC=CC=C1)=O (1-(2-fluorophenyl)vinyl)diphenylphosphin oxide